COC(=O)N1[C@H](CCC2=C(C(=CC=C12)N[C@@H]1C[C@H](CCC1)C(=O)OC)[N+](=O)[O-])C.C(=C)NC(CC)=O N-vinyl-methyl-acetamide methyl-(2S)-6-[[(1S,3S)-3-methoxycarbonylcyclohexyl]amino]-2-methyl-5-nitro-3,4-dihydro-2H-quinoline-1-carboxylate